4-((2-(2,6-dioxopiperidin-3-yl)-1-oxoisoindoline-5-yl)methyl)piperazine O=C1NC(CCC1N1C(C2=CC=C(C=C2C1)CN1CCNCC1)=O)=O